3-((4-amino-6-chloro-1H-pyrazolo[3,4-d]pyrimidin-1-yl) methyl)-5-methoxyphenethyl-4-methylbenzenesulfonate NC1=C2C(=NC(=N1)Cl)N(N=C2)CC=2C=C(CCOS(=O)(=O)C1=CC=C(C=C1)C)C=C(C2)OC